COC(C1=C(C=CC=C1Br)N)=O 2-amino-6-bromo-benzoic acid methyl ester